N-[2,5-difluoro-4-(trifluoromethyl)phenyl]-2-phenyl-6H-thieno[2,3-b]pyrrole-4-sulfonamide FC1=C(C=C(C(=C1)C(F)(F)F)F)NS(=O)(=O)C=1C2=C(NC1)SC(=C2)C2=CC=CC=C2